[N+](=O)([O-])C=1C=C(C=CC1NCC1CCOCC1)S(=O)(=O)N 3-nitro-4-(tetrahydropyran-4-ylmethylamino)benzenesulfonamide